FC1=CC2=C(C3=C(O2)C=CC(=C3)S(=O)(=O)Cl)C=C1 7-fluoro-dibenzo[b,d]furan-2-sulfonyl chloride